C(C)(=O)OC1=CC(=C(C=N1)C1CN(C1)C(=O)OC(C)(C)C)C tert-butyl 3-[6-(acetyloxy)-4-methylpyridin-3-yl]azetidine-1-carboxylate